4,6-dimethoxy-N-(1-(2-methoxyethyl)-7'-(trifluoromethyl)spiro[azetidine-3,4'-chromeno[4,3-d]thiazol]-2'-yl)pyrimidine-5-carboxamide COC1=NC=NC(=C1C(=O)NC=1SC2=C(N1)C=1C=CC(=CC1OC21CN(C1)CCOC)C(F)(F)F)OC